OC[C@@H](C1=CC(=CC=C1)OC(F)(F)F)NC(=O)NC12CC(C1)(C2)C(F)(F)F 1-[(1R)-2-hydroxy-1-[3-(trifluoromethoxy)phenyl]ethyl]-3-[3-(trifluoromethyl)-1-bicyclo[1.1.1]pentanyl]urea